5-fluoro-1-(2,6-difluorobenzyl)-3-iodo-1H-pyrazolo[3,4-b]pyridine FC=1C=C2C(=NC1)N(N=C2I)CC2=C(C=CC=C2F)F